{[1-(2,6-diethylphenyl)-6-hydroxy-4-oxo-2-[1-(propan-2-yl)-1H-pyrazol-3-yl]-1,4-dihydropyrimidin-5-yl]methyl}-2',4-difluoro-[1,1'-biphenyl]-2-carboxamide C(C)C1=C(C(=CC=C1)CC)N1C(=NC(C(=C1O)CC1=C(C(=CC=C1F)C1=C(C=CC=C1)F)C(=O)N)=O)C1=NN(C=C1)C(C)C